ClC1=CC(=C(C=C1)[C@@]1(OC2=C(O1)C=CC=C2C2CCNCC2)C)F |o1:7| (S or R)-4-(2-(4-chloro-2-fluorophenyl)-2-methylbenzo[d][1,3]dioxolan-4-yl)piperidine